O=C(/C=C/C1(CC1)N1C(C2=CC=CC=C2C1=O)=O)C1=C(C=CC=C1)C (E)-2-(1-(3-oxo-3-(o-tolyl)prop-1-en-1-yl)cyclopropyl)isoindoline-1,3-dione